3-[(6-bromo-1-methylindazol-3-yl)amino]-propanoic acid BrC1=CC=C2C(=NN(C2=C1)C)NCCC(=O)O